4-oxa-6-phenylhexanoic acid C1(=CC=CC=C1)CCOCCC(=O)O